C1(=CC=CC=C1)P(C1=CC=CC=C1)N[C@H]1CCCC2=CC=CC=C12 (S)-(-)-diphenylphosphinotetrahydronaphthylamine